3-[5-({[4-(Aminomethyl)phenyl]methyl}sulfanyl)-1-(3-carboxy-2-chlorobenzoyl)-1H-pyrazol-3-yl]-1-methansulfonylpyrrolidin NCC1=CC=C(C=C1)CSC1=CC(=NN1C(C1=C(C(=CC=C1)C(=O)O)Cl)=O)C1CN(CC1)S(=O)(=O)C